ClC=1N=C(C2=C(N1)N(C=C2C(C(C)C)=O)COCC[Si](C)(C)C)N[C@H]2CN(CCC2)S(=O)(=O)C2CC2 (R)-2-chloro-4-(1-cyclopropylsulfonyl-3-piperidinylamino)-5-(2-methylpropanoyl)-7-(trimethylsilylethoxymethyl)-7H-pyrrolo[2,3-d]pyrimidine